7-chloro-1-methyl-1H-indazol-6-ol ClC=1C(=CC=C2C=NN(C12)C)O